4-(6α-hydroxy-17-ketoandrostan-3-yl)butanoic acid ethyl ester C(C)OC(CCCC1CC2[C@H](C[C@H]3[C@@H]4CCC([C@@]4(C)CC[C@@H]3[C@]2(CC1)C)=O)O)=O